C(C)C1(C(NC(NC1=O)=O)=O)[C@@H](CCC)C |r| (RS)-5-ethyl-5-(1-methylbutyl)-2,4,6(1h,3h,5h)-pyrimidinetrione